ClC=1C(=C(C=CC1)NC1=NC=NC2=CC=C(C=C12)NCCNC(OC(C)(C)C)=O)F tert-Butyl (2-((4-((3-chloro-2-fluorophenyl)amino)quinazolin-6-yl)amino)ethyl)carbamate